Methyl 4-isocyanobutyrate [N+](#[C-])CCCC(=O)OC